1,3-bis(4-cyano-phenoxymethyl)-2-fluorobenzene C(#N)C1=CC=C(OCC2=C(C(=CC=C2)COC2=CC=C(C=C2)C#N)F)C=C1